Phenyl-[(diphenyltriazinyl)phenyl]dibenzoselenophene C1(=CC=CC=C1)C1=C(C2=C([Se]C3=C2C=CC=C3)C=C1)C1=C(C=CC=C1)C1=NN=NC(=C1C1=CC=CC=C1)C1=CC=CC=C1